C1(CC1)C=1SC2=C(C=C3N2CCNC3=O)N1 cyclopropyl-6,7-dihydro[1,3]thiazolo[4',5':4,5]pyrrolo[1,2-a]pyrazin-8(5H)-one